lithium 4,5-dicyano-2-trifluoromethylimidazole Lithium [Li].C(#N)C=1N=C(NC1C#N)C(F)(F)F.[Li]